(S)-N-(2-(1-(2-methoxyethyl)-2-methyl-1,2,5,6-tetrahydropyridin-3-yl)thieno[2,3-b]pyridin-4-yl)benzo[d]thiazol-5-amine COCCN1[C@H](C(=CCC1)C1=CC=2C(=NC=CC2NC=2C=CC3=C(N=CS3)C2)S1)C